IC=1C(=NN2C1OCC2)COC2OCCCC2 D-7-iodo-6-(((tetrahydro-2H-pyran-2-yl)oxy)methyl)-2,3-dihydropyrazolo[5,1-b]oxazole